ClC1=C(C=C(N=N1)N[C@H]1CN(CCC1)CCN1CCC(CC1)O)C 1-{2-[(3R)-3-[(6-chloro-5-methylpyridazin-3-yl)amino]piperidin-1-yl]ethyl}piperidin-4-ol